NC1=NN(C(=C1)OC(F)F)C(=O)OC(C)(C)C tert-butyl 3-amino-5-(difluoromethoxy)-1H-pyrazole-1-carboxylate